FC1=C(CC2=NC3=C(N2C[C@H]2OCC2)C=C(C=C3)C(=O)O)C=C(C(=C1)C1=NC(=CC=C1)OCC=1SC=C(N1)C(NC)=O)F (S)-2-(2,5-difluoro-4-(6-((4-(methylcarbamoyl)thiazol-2-yl)methoxy)pyridin-2-yl)benzyl)-1-(oxetan-2-ylmethyl)-1H-benzo[d]imidazole-6-carboxylic acid